tert-Butyl (1S,4S)-5-(4-(2-aminoethyl)-2,5-difluorophenyl)-2,5-diazabicyclo[2.2.1]heptane-2-carboxylate NCCC1=CC(=C(C=C1F)N1[C@@H]2CN([C@H](C1)C2)C(=O)OC(C)(C)C)F